hydroxyethylimidazolinyl-europium OCC[Eu]N1C=NCC1